3-benzyloxy-4-(2-naphthyl)-5-(4-pyridyl)-isothiazole C(C1=CC=CC=C1)OC1=NSC(=C1C1=CC2=CC=CC=C2C=C1)C1=CC=NC=C1